C(C)(C)(C)C1=C(C=O)C=C(C=C1)C(C)(C)C 2,5-di-tert-butyl-benzaldehyde